4-(4-morpholinyl)-1,3,5-triazin-2-amine N1(CCOCC1)C1=NC(=NC=N1)N